[1,1':4',1''-terphenyl]-4-carbonitrile C1(=CC=C(C=C1)C#N)C1=CC=C(C=C1)C1=CC=CC=C1